Methyl (S)-2-(5-((6-((1H-imidazol-1-yl)methyl)-8-(4-fluoro-2-methylphenyl)-4-oxochroman-3-yl)methyl)-2-fluorophenoxy)acetate N1(C=NC=C1)CC=1C=C2C([C@H](COC2=C(C1)C1=C(C=C(C=C1)F)C)CC=1C=CC(=C(OCC(=O)OC)C1)F)=O